5-(imidazo[1,2-a]pyrimidin-6-yl)-N-((4r,7r)-1-oxaspiro[3.5]nonan-7-yl)-7H-pyrrolo[2,3-d]pyrimidin-2-amine N=1C=CN2C1N=CC(=C2)C2=CNC=1N=C(N=CC12)NC1CCC2(CCO2)CC1